C(C)(C)(C)C=1N(C2=CC=CC=C2C1C1=NC(=NC=C1Cl)Cl)C(=O)OCCC\C=C\C1=NC=CC(=C1N)C1=C(C=CC(=C1)F)F (E)-5-(3-amino-4-(2,5-difluorophenyl)pyridin-2-yl)pent-4-en-1-ol tert-butyl-3-(2,5-dichloropyrimidin-4-yl)-indole-1-carboxylate